C(=O)O.NC1CC(C1)C(=O)N1CCN(CC1)C(=O)C1=C(C=C(C=C1)NC(=O)C=1N(C(=CN1)C1=C(C(=C(C=C1)OC)F)F)C)Cl N-[4-[4-(3-aminocyclobutanecarbonyl)piperazine-1-carbonyl]-3-chloro-phenyl]-5-(2,3-difluoro-4-methoxy-phenyl)-1-methyl-imidazole-2-carboxamide formate